l-2-(4-(3-((4-ethylphenyl)sulfonyl)-6-(trifluoromethoxy)quinolin-4-yl)-1,4-diazepan-1-yl)ethan-1-amine C(C)C1=CC=C(C=C1)S(=O)(=O)C=1C=NC2=CC=C(C=C2C1N1CCN(CCC1)CCN)OC(F)(F)F